ClC1=C(C=C(C=C1)[C@@H](CC(=O)O)C1CC1)NC[C@@H]([C@H](C(F)(F)F)C)C1=CC=C2C=NN(C2=C1)C (S)-3-(4-chloro-3-((2S,3R)-4,4,4-trifluoro-3-methyl-2-(1-methyl-1H-indazol-6-yl)Butylamino)phenyl)-3-cyclopropylpropionic acid